C(C)(C)(C)OC(=O)N1CC(C1)(C(C1=CC=C(C=C1)S(F)(F)(F)(F)F)=O)C 3-methyl-3-(4-(pentafluoro-λ6-sulfanyl)benzoyl)azetidine-1-carboxylic acid tert-butyl ester